(5-((4',5-difluoro-2'-(2-fluoropropan-2-yl)-[1,1'-biphenyl]-2-yl)oxy)pyrimidin-4-yl)-2,6-diazaspiro[3.3]heptane FC1=CC(=C(C=C1)C1=C(C=CC(=C1)F)OC=1C(=NC=NC1)C1NCC12CNC2)C(C)(C)F